C=C1C(=C(C=C2C=NC(=C12)C(=O)N)[2H])[2H] 7-methyleneisoindole-5,6-d2-1-carboxamide